O=C(C(=O)OCC(F)(F)F)N1[C@H](CC[C@@H](C1)C)C1=CC(=NC=C1)OCC |r| 2,2,2-trifluoroethyl 2-oxo-2-[rac-(2R,5S)-2-(2-ethoxy-4-pyridyl)-5-methyl-1-piperidyl]acetate